2H-pyrazolo[4,3-b]Pyridine-5-carboxylic acid methyl ester COC(=O)C=1C=CC=2C(N1)=CNN2